FC(C1=CC=C(C=C1)CN([C@H]1C[C@H]2CCC(N3[C@]2(CC1)OC[C@@H]3C(C)C)=O)CC3=CC=C(C=C3)C(F)(F)F)(F)F (3S,7aR,9R,11aR)-9-[bis[[4-(trifluoromethyl)phenyl]methyl]amino]-3-isopropyl-3,6,7,7a,8,9,10,11-octahydro-2H-oxazolo[2,3-j]quinolin-5-one